(6-fluoro-1-methyl-1H-indazol-3-yl)(4-(2-(trifluoromethyl)phenyl)piperidin-1-yl)methanone FC1=CC=C2C(=NN(C2=C1)C)C(=O)N1CCC(CC1)C1=C(C=CC=C1)C(F)(F)F